OC1=C(C(=O)C2=CC=C(C=C2)CCCCCC)C=CC(=C1)O 2,4-Dihydroxy-4'-n-hexyl-benzophenone